7-bromo-6-fluoro-3-(6-morpholinoisoquinolin-4-yl)quinazoline-2,4(1H,3H)-dione BrC1=C(C=C2C(N(C(NC2=C1)=O)C1=CN=CC2=CC=C(C=C12)N1CCOCC1)=O)F